FC1=NC=CC(=C1)C=1C=C2C=CC=NC2=CC1 6-(2-fluoropyridin-4-yl)quinolin